C(C)C(O)C(CO)(CO)CO ethylpentaerythritol